2-[[6-chloro-3-(4,4-difluorocyclohexen-1-yl)-4-quinolinyl]amino]benzoic acid ClC=1C=C2C(=C(C=NC2=CC1)C1=CCC(CC1)(F)F)NC1=C(C(=O)O)C=CC=C1